BrC1=CC=C2C(OCC2=C1)(C)CCCCO 6-bromo-3-(4-hydroxybutyl)-3-methyl-isobenzofuran